NC1=C(C=C(C=C1)N1CCN(CC1)NC(OC(C)(C)C)=O)OC tert-butyl (1-(4-amino-3-methoxyphenyl)piperazine-4-yl)carbamate